(3R,5R)-5-(4-chlorophenyl)-N-hydroxytetrahydrofuran-3-carboximidamide ClC1=CC=C(C=C1)[C@H]1C[C@@H](CO1)C(NO)=N